(E)-methyl 5-(tert-butoxycarbonyl(methyl)amino)pent-2-enoate C(C)(C)(C)OC(=O)N(CC/C=C/C(=O)OC)C